COC=1C=C(C=CC1)NC1=C2C=C(NC2=C(C=C1)F)C(=O)O 4-((3-methoxyphenyl)amino)-7-fluoro-1H-indole-2-carboxylic acid